2-(bis(4-fluorophenyl)methyl)-N-(3-chlorophenyl)morpholine-4-sulfonamide FC1=CC=C(C=C1)C(C1CN(CCO1)S(=O)(=O)NC1=CC(=CC=C1)Cl)C1=CC=C(C=C1)F